3-(5-((4-(3-methylthiophen-2-yl)-3,6-dihydropyridin-1(2H)-yl)methyl)-1-oxoisoindolin-2-yl)piperidine-2,6-dione CC1=C(SC=C1)C=1CCN(CC1)CC=1C=C2CN(C(C2=CC1)=O)C1C(NC(CC1)=O)=O